C(C)(C)(C)OC(=O)N1C[C@]2(CCN(C2=O)C(C(=O)O)C(C)C)CC1 2-((S)-7-(tert-butoxycarbonyl)-1-oxo-2,7-diazaspiro[4.4]nonan-2-yl)-3-methylbutanoic acid